racemic-β-butyrolactone C1(C[C@@H](C)O1)=O |r|